C12(CC3CC(CC(C1)C3)C2)NCCCCCCCC2=C3CN(C(C3=CC=C2)=O)C2C(NC(CC2)=O)=O 3-(4-(7-((adamantan-1-yl)amino)heptyl)-1-oxoisoindolin-2-yl)piperidine-2,6-dione